(R)-benzyl 3-amino-4-oxo-4-((tetrahydro-2H-pyran-4-yl)amino)butanoate hydrochloride Cl.N[C@H](CC(=O)OCC1=CC=CC=C1)C(NC1CCOCC1)=O